2-{[(2-oxo-2,3-dihydro-1,3-benzoxazol-4-yl)[4-(propan-2-yl)phenyl]methyl]carbamoyl}cyclopentane-1-carboxylic acid O=C1OC2=C(N1)C(=CC=C2)C(C2=CC=C(C=C2)C(C)C)NC(=O)C2C(CCC2)C(=O)O